O[C@@H]1C[C@@]2([C@@H](C[C@H]3[C@@H]4[C@@H](C[C@@H]([C@@]4(C)CC[C@@H]3[C@]2(CC1)C)O)O)O)O 3β,5α,6β,15β,17β-pentahydroxyandrostane